FC1=C2C(=C(C=3N=C(NC31)[C@H]3NCC[C@@H]3O)F)CC(C2)CN2CCC3(CNC(O3)=O)CC2 8-[[4,8-difluoro-2-[(2R,3S)-3-hydroxypyrrolidin-2-yl]-3,5,6,7-tetrahydrocyclopenta[f]benzimidazol-6-yl]methyl]-2-oxo-1-oxa-3,8-diazaspiro[4.5]decan